C1(CC1)[C@@H](C)NC1=C(N=NC2=CC(=CC=C12)C=1C=NN(C1)C)C(=O)N (R)-4-(1-Cyclopropylethylamino)-7-(1-methyl-1H-pyrazol-4-yl)-cinnoline-3-carboxamide